N-(1-cyanocyclopropyl)-5-(4-((3-ethyl-9-fluoro-2-oxo-2,3-dihydro-1H-pyrimido[4,5,6-de]quinazolin-8-yl)methyl)piperazin-1-yl)-6-methylpicolinamide C(#N)C1(CC1)NC(C1=NC(=C(C=C1)N1CCN(CC1)CC1=CC=2C3=C(N(C(NC3=C1F)=O)CC)N=CN2)C)=O